(R)-5-(5-cyano-2-fluorophenyl)-7-methyl-N-(1,1,1-trifluoropropan-2-yl)pyrazolo[1,5-a]Pyrimidine C(#N)C=1C=CC(=C(C1)C1=NC=2N(C(=C1)C)N(CC2)[C@@H](C(F)(F)F)C)F